N1=C(C=CC2=CC=CC=C12)C=1C(=C(OF)C=CC1)S(=O)(=O)C1=CC=CC=C1 quinolinyl-phenyl-sulfonyl-phenoxyfluorine